(6-amino-7-fluoro-chroman-8-yl)-2,3,4,7-tetrahydroazepine-1-carboxylic acid tert-butyl ester C(C)(C)(C)OC(=O)N1C(CCC=CC1)C=1C(=C(C=C2CCCOC12)N)F